N1=NC=NCC1 5,6-dihydro-1,2,4-triazin